CN1C(NC2=C(C1=O)N=CC(=C2)CN2CCN(CC2)C=2C=CC(=NC2)C(=O)NC)=O 5-(4-((3-methyl-2,4-dioxo-1,2,3,4-tetrahydropyrido[3,2-d]pyrimidin-7-yl)methyl)piperazin-1-yl)-N-methylpyridinecarboxamide